CN1CCN(C2=C(C=CC=C12)C)S(=O)(=O)C1=C(C=C(C=C1)C=1N=C(N(C1)C(=O)OC(C)(C)C)C)C tert-butyl 4-{4-[(4,8-dimethyl-1,2,3,4-tetrahydroquinoxalin-1-yl)sulfonyl]-3-methylphenyl}-2-methyl-1H-imidazole-1-carboxylate